Disodium Phenyl BenzimidazoleTetrasulfonate N1=C(NC2=C1C=C(C(=C2S(=O)(=O)[O-])S(=O)(=O)[O-])S(=O)(=O)O)S(=O)(=O)OC2=CC=CC=C2.[Na+].[Na+]